9-(5-(Difluoromethyl)-1,3,4-thiadiazol-2-yl)-N-(1-methylcyclopropyl)-5-(piperazin-1-yl)-9H-benzo[4,5]imidazo[2,1-c][1,2,4]triazole-7-sulfonamide FC(C1=NN=C(S1)N1C2=C(N3C1=NN=C3)C(=CC(=C2)S(=O)(=O)NC2(CC2)C)N2CCNCC2)F